4-phenyl-1,5,6,7-tetrahydro-s-indacene lithium [Li].C1(=CC=CC=C1)C1=C2C=CCC2=CC=2CCCC12